3-(4-Aminoimidazo[2,1-f][1,2,4]triazin-7-yl)-N-(trans-4-methoxycyclohexyl)-4-methylbenzenesulfonamide NC1=NC=NN2C1=NC=C2C=2C=C(C=CC2C)S(=O)(=O)N[C@@H]2CC[C@H](CC2)OC